4-amino-N,1-dimethyl-N-((3S)-6-(2-(2,2,2-trifluoroethoxy)-4-pyridinyl)-2,3-dihydro-1-benzofuran-3-yl)-1H-pyrazolo[4,3-c]quinoline-8-carboxamide NC1=NC=2C=CC(=CC2C2=C1C=NN2C)C(=O)N([C@@H]2COC1=C2C=CC(=C1)C1=CC(=NC=C1)OCC(F)(F)F)C